OC1=C(C=C(C=C1C(C)(C)C)C(=O)O)N1NC2=C(N1)C=CC=C2 2-(2'-hydroxy-3'-t-butyl-5'-carboxyphenyl)benzotriazoleN